[O-]O.C1(CCCC=C1)C(C)C m-dihydrocumene hydroperoxide